4-[2-[(2-methylthiazol-4-yl)amino]-4-pyridinyl]-6-[2-(trifluoromethyl)phenyl]-1H-pyridin-2-one CC=1SC=C(N1)NC1=NC=CC(=C1)C1=CC(NC(=C1)C1=C(C=CC=C1)C(F)(F)F)=O